C1(CC1)CN1C(=NC=2C1=C1C(=NC2)N(C=C1)S(=O)(=O)C1=CC=C(C)C=C1)C1=CC=C(O1)C=O 5-(1-(cyclopropylmethyl)-6-tosyl-1,6-dihydroimidazo[4,5-d]pyrrolo[2,3-b]pyridin-2-yl)furan-2-carbaldehyde